BrC1=CC=C(C=C1)C(CC(C#N)C#N)=O [2-(4-Bromophenyl)-2-oxoethyl]propanedinitrile